6-(1,6-diazaspiro[3.3]heptan-6-yl)-N-(3,4-dichlorophenyl)pyrido[3,2-d]pyrimidin-4-amine N1CCC12CN(C2)C=2C=CC=1N=CN=C(C1N2)NC2=CC(=C(C=C2)Cl)Cl